(2S,5R)-N,N,2,5-tetramethylpiperazine-1-carboxamide CN(C(=O)N1[C@H](CN[C@@H](C1)C)C)C